4-(2-cyano-7-((5-cyclopropyl-7-methyl-1H-indol-4-yl)methyl)-7-azaspiro[3.5]nonan-6-yl)-N-(2-azaspiro[3.3]heptan-6-yl)benzamide C(#N)C1CC2(C1)CC(N(CC2)CC2=C1C=CNC1=C(C=C2C2CC2)C)C2=CC=C(C(=O)NC1CC3(CNC3)C1)C=C2